(6-((2-amino-3-chloropyridin-4-yl)thio)-3-(3-(aminomethyl)phenyl)-5-methylpyrazin-2-yl)methanol nickel-cobalt salt [Co].[Ni].NC1=NC=CC(=C1Cl)SC1=C(N=C(C(=N1)CO)C1=CC(=CC=C1)CN)C